methyl-4-[(1-methylcyclopropyl)amino]-N-[3-(pyrrolidin-1-yl)propyl]furo[2,3-d]pyrimidine-5-carboxamide CC=1N=C(C2=C(N1)OC=C2C(=O)NCCCN2CCCC2)NC2(CC2)C